NC1(CN(CC1)C=1SC(=C(N1)C)CC1=C(C=C(C=C1)N1N=CN(C1=O)CC1=C(C=CC=C1F)F)F)C(F)(F)F (4-((2-(3-amino-3-(trifluoromethyl)pyrrolidin-1-yl)-4-methylthiazol-5-yl)methyl)-3-fluorophenyl)-4-(2,6-difluorobenzyl)-2,4-dihydro-3H-1,2,4-triazol-3-one